CC12CC3(CC(CC(C1)(C3)C)C2)NCCC2=CC=C(CSC3=C1CN(C(C1=CC=C3)=O)C3C(NC(CC3)=O)=O)C=C2 3-(4-((4-(2-((3,5-dimethyladamantan-1-yl)amino)ethyl)benzyl)thio)-1-oxoisoindolin-2-yl)piperidine-2,6-dione